FC=1C=C(C=C(C1F)F)C1=C(C=CC=C1)NC(=O)C=1C(=NN(C1F)C)C N-(3',4',5'-trifluorobiphenyl-2-yl)-1,3-dimethyl-5-fluoropyrazol-4-ylcarboxamide